3-chloro-2-fluoro-6-methyldibenzo[c,f][1,2]thiazepin-11(6H)-one 5,5-dioxide ClC1=CC2=C(C(C3=C(N(S2(=O)=O)C)C=CC=C3)=O)C=C1F